FC(C=1C(=CC2=CN(N=C2C1)C1CCNCC1)[N+](=O)[O-])F 6-(difluoromethyl)-5-nitro-2-(4-piperidyl)indazole